C(C)(C)(C)OC(N(C)NC1=C2C(=CNC2=C(C(=C1)Cl)Cl)C=1C=NN(C1)C1OCCCC1)=O.ClC(=O)C1=CC=C(C=C1)C(C(C(C(C(C(C1=CC=C(C=C1)C(=O)Cl)(F)F)(F)F)(F)F)(F)F)(F)F)(F)F 1,6-Bis(p-chlorocarbonylphenyl)perfluorohexane tert-Butyl-N-[[6,7-dichloro-3-(1-tetrahydropyran-2-ylpyrazol-4-yl)-1H-indol-4-yl]amino]-N-methyl-carbamate